1-(4-methoxybenzyl)-3-(((4-methoxybenzyl)oxy)methyl)-5-methyl-4-(4,4,5,5-tetramethyl-1,3,2-dioxaborolan-2-yl)-1H-pyrazole COC1=CC=C(CN2N=C(C(=C2C)B2OC(C(O2)(C)C)(C)C)COCC2=CC=C(C=C2)OC)C=C1